3,4-dihydroxy-5-methoxy-4'-cyano-[1,1'-biphenyl]-2-carbaldehyde OC1=C(C(=CC(=C1O)OC)C1=CC=C(C=C1)C#N)C=O